5'-(3,5-difluorophenyl)-1-(4-fluoropyridin-2-yl)tetrahydro-3'H-spiro[piperidine-4,2'-pyrrolo[2,1-b][1,3]oxazol]-3'-one FC=1C=C(C=C(C1)F)C1CCC2OC3(C(N21)=O)CCN(CC3)C3=NC=CC(=C3)F